COC=1C=C(C=C(C1)OC)C#CC=1N=CSC1C(=O)N 4-((3,5-Dimethoxyphenyl)ethynyl)thiazole-5-carboxamide